2-Chloro-7,8-dihydroquinolin-5(6h)-one ClC1=NC=2CCCC(C2C=C1)=O